N4-((6-cyclopropylimidazo[1,2-a]pyrimidin-2-yl)methyl)pyrimidine-2,4-diamine C1(CC1)C=1C=NC=2N(C1)C=C(N2)CNC2=NC(=NC=C2)N